CC1(OB(OC1(C)C)C1=CC2=CC=CC=C2C=2SC(=CC21)C)C 4,4,5,5-Tetramethyl-2-(2-methylnaphtho[1,2-b]thiophen-4-yl)-1,3,2-dioxaborolane